N-(2-(3-(phenylselanyl)naphthalen-2-yl)phenyl)picolinamide C1(=CC=CC=C1)[Se]C=1C(=CC2=CC=CC=C2C1)C1=C(C=CC=C1)NC(C1=NC=CC=C1)=O